CC1=NC=C(C=C1)N1C=NC(=C1C)C#C[Si](C)(C)C 2-methyl-5-(5-methyl-4-((trimethylsilyl)ethynyl)-1H-imidazol-1-yl)pyridine